COC(C(C(C)C)C1=C(C(=NO1)OC1OCCCC1)F)=O (4-fluoro-3-tetrahydropyran-2-yloxy-isoxazol-5-yl)-3-methyl-butyric acid methyl ester